2-Amino-4-(5-chloro-3-((3S,4R)-3-(dimethylamino)-4-hydroxypyrrolidin-1-yl)-7,9-dihydrofuro[3,4-f]quinazolin-6-yl)-7-fluorothieno[3,2-c]pyridine-3-carbonitrile NC1=C(C=2C(=NC=C(C2S1)F)C=1C2=C(C=3C=NC(=NC3C1Cl)N1C[C@@H]([C@@H](C1)O)N(C)C)COC2)C#N